(4-(3-(2-(difluoromethoxy)-6-methoxypyridin-4-yl)imidazo[1,2-a]pyridin-7-yl)-1H-pyrazol-1-yl)-2-methyl-2-propanol FC(OC1=NC(=CC(=C1)C1=CN=C2N1C=CC(=C2)C=2C=NN(C2)CC(C)(O)C)OC)F